(2s,3s)-2,3-bis[(4-methylbenzoyl)oxy]succinic acid methyl-{8-fluoro-2-[4-(3-methoxyphenyl)piperazin-1-yl]-3-[2-methoxy-5-(trifluoromethyl)phenyl]-3,4-dihydroquinazolin-4-yl}acetate COC(CC1N(C(=NC2=C(C=CC=C12)F)N1CCN(CC1)C1=CC(=CC=C1)OC)C1=C(C=CC(=C1)C(F)(F)F)OC)=O.CC1=CC=C(C(=O)O[C@H](C(=O)O)[C@@H](C(=O)O)OC(C2=CC=C(C=C2)C)=O)C=C1